CN(C)CC1=CC=C(C=N1)S(=O)(N)=NC(NC1=C2CCCC2=CC=2CCCC12)=O 6-((Dimethylamino)methyl)-N'-(1,2,3,5,6,7-hexahydro-s-indacen-4-ylcarbamoyl)-pyridine-3-sulfonimidamide